3-(5-{[(5-chlorothiophen-2-yl)methyl](methyl)amino}-3-[1-(3-hydroxypyrrolidine-1-carbonyl)-5-oxopyrrolidin-3-yl]-4-methyl-1H-pyrazole-1-carbonyl)benzoic acid ClC1=CC=C(S1)CN(C1=C(C(=NN1C(=O)C=1C=C(C(=O)O)C=CC1)C1CN(C(C1)=O)C(=O)N1CC(CC1)O)C)C